C(C)(C)(C)OC(=O)N1CCN(CC1)C=1C(=NC(=CC1)C(NC)=O)C=O.FC(C1=NC(=CC=C1N1CCN(CC1)C(=O)OC(C)(C)C)C(NC)=O)F tert-butyl 4-[2-(difluoromethyl)-6-(methylcarbamoyl)-3-pyridyl]piperazine-1-carboxylate tert-Butyl-4-[2-formyl-6-(methylcarbamoyl)-3-pyridyl]piperazine-1-carboxylate